8-((2s,5r)-4-((3,4-dihydro-2H-benzo[b][1,4]dioxepin-6-yl)(3-fluorophenyl)methyl)-2,5-dimethylpiperazin-1-yl)-5-methyl-6-oxo-5,6-dihydro-1,5-naphthyridine-2-carbonitrile O1C2=C(OCCC1)C(=CC=C2)C(N2C[C@@H](N(C[C@H]2C)C2=CC(N(C=1C=CC(=NC21)C#N)C)=O)C)C2=CC(=CC=C2)F